O(C1=CC=C(C=C1)S)C1=CC=C(C=C1)S 4,4'-oxydi(benzenthiol)